4-(2-bromoethoxy)phenyl-3-phenyl-2-propen-1-one (S)-(8-nitro-6-sulfamoyl-1,2,3,4-tetrahydroquinoxalin-2-yl)methyl-methanesulfonate [N+](=O)([O-])C=1C=C(C=C2NC[C@@H](NC12)CCS(=O)(=O)O)S(N)(=O)=O.BrCCOC1=CC=C(C=C1)C(C=CC1=CC=CC=C1)=O